C1(=CC=CC=C1)NC(C(CCC(=O)NC1=CC=CC=C1)NS(=O)(=O)C1=CC=C(C)C=C1)=O N,N'-Diphenyl-2-(tosylamino)pentanediamide